C1(C=CC=C1)[Zr](C(C1=CC=CC=C1)C1=CC=CC=C1)(C(C1=CC=CC=C1)C1=CC=CC=C1)C(C1=CC=CC=C1)C1=CC=CC=C1 (cyclopentadienyl)tris(benzhydryl)zirconium